ethylbenzyl-1-methylimidazoline C(C)C1N=C(N(C1)C)CC1=CC=CC=C1